2-((2-(3-((tert-butoxycarbonyl)((3-(1,1-dihydroxy-3-oxoisoindolin-2-yl)-6-methoxypyridin-2-yl)methyl)amino)propyl)-4-fluorophenyl)amino)-5-(trifluoromethyl)benzoic acid C(C)(C)(C)OC(=O)N(CCCC1=C(C=CC(=C1)F)NC1=C(C(=O)O)C=C(C=C1)C(F)(F)F)CC1=NC(=CC=C1N1C(C2=CC=CC=C2C1=O)(O)O)OC